COC1=C(C(=CC(=C1)C1=NC2=C(N1C1COC1)C=C(C=C2)N2CCN(CC2)C)O)O 3-methoxy-5-(6-(4-methylpiperazin-1-yl)-1-(oxetan-3-yl)-1H-benzo[d]imidazol-2-yl)benzene-1,2-diol